CC1=C(C=CC=C1C)S(=O)(=O)[O-].[Na+] sodium 2,3-dimethylbenzenesulfonate